FC(C(O)C1=CC=C(C=C1)F)(C)F 2,2-difluoro-1-(4-fluorophenyl)propan-1-ol